3-(Azepan-1-yl)-N-(3-(S-methylsulfonimidoyl)phenyl)-6-(trifluoromethyl)pyridazine-4-carboxamide N1(CCCCCC1)C=1N=NC(=CC1C(=O)NC1=CC(=CC=C1)S(=O)(=N)C)C(F)(F)F